(4-amino-2-(pyridin-2-ylmethyl)-7-(quinoxalin-6-yl)-2H-[1,2,3]triazolo[4,5-c]pyridin-6-yl)benzonitrile NC1=NC(=C(C=2C1=NN(N2)CC2=NC=CC=C2)C=2C=C1N=CC=NC1=CC2)C2=C(C#N)C=CC=C2